O.S(=O)(=O)(O)C1=CC=C(C=C1)C=1C2=CC=C(N2)C(=C2C=CC(C(=C3C=CC(=C(C=4C=CC1N4)C4=CC=C(C=C4)S(=O)(=O)O)N3)C3=CC=C(C=C3)S(=O)(=O)O)=N2)C2=CC=C(C=C2)S(=O)(=O)O 5,10,15,20-tetrakis(4-sulfophenyl)porphyrin hydrate